COC1N(CCC1)C(=O)N methoxypyrrolidine-1-carboxamide